C(C1=CC=CC=C1)N1C=CC2=C(C=C(C=C12)C1=CN(C2=C(N=CC=C21)O)CCCl)NS(=O)(=O)CC N-(1-benzyl-6-(1-(2-chloroethyl)-7-hydroxy-1H-pyrrolo[2,3-c]pyridin-3-yl)-1H-indol-4-yl)ethanesulfonamide